C(N)(OC1(C(N(C(C1)=O)CCC1=CC(=CC=C1)F)=O)C(C)(C)C)=O tert-butyl-(1-(3-fluorophenylethyl)-2,5-dioxopyrrolidin-3-yl) carbamate